(S)-8-(5-chloro-3-fluoro-pyridin-2-yl)-5-(1-(4-chlorophenyl)ethyl)-N-cyclopropyl-6,9-dioxo-2,5,8-triazaspiro[3.5]-nonane-2-carboxamide ClC=1C=C(C(=NC1)N1CC(N(C2(CN(C2)C(=O)NC2CC2)C1=O)[C@@H](C)C1=CC=C(C=C1)Cl)=O)F